5-((R)-2-(2,5-difluorophenyl)pyrrolidin-1-yl)-N-(4-hydroxy-4-methylcyclohexyl)pyrazolo[1,5-a]pyrimidine-3-carboxamide FC1=C(C=C(C=C1)F)[C@@H]1N(CCC1)C1=NC=2N(C=C1)N=CC2C(=O)NC2CCC(CC2)(C)O